1-(2-(cyclopentylamino)-4-methylthiazol-5-yl)-3-(dimethylamino)-2-fluoroprop-2-en-1-one C1(CCCC1)NC=1SC(=C(N1)C)C(C(=CN(C)C)F)=O